P([O-])([O-])([O-])=S.[Fe+3] iron phosphorothioate